ClC1=C(C(=NC=N1)CC(=O)OCC)F ethyl 2-(6-chloro-5-fluoropyrimidin-4-yl)acetate